COC=1C=C2C(=NC=NC2=CC1OCC1CCN(CC1)C)NC1=CC=C(C=C1)C1=C(C(=O)N)C=CC=C1 (4-((6-methoxy-7-((1-methylpiperidin-4-yl)methoxy)quinazolin-4-yl)amino)phenyl)benzamide